(S)-4-((tert-butoxycarbonyl)amino)-5-hydroxypentanoic acid methyl ester COC(CC[C@@H](CO)NC(=O)OC(C)(C)C)=O